C(C)N(C(=O)N1CC(CCC1)NS(=O)(=O)C)C N-ethyl-N-methyl-3-((methylsulfonyl)amino)piperidine-1-carboxamide